2-(3-(4-hydroxy-phenyl)-2-carboxy-propionamido)-benzoic acid OC1=CC=C(C=C1)CC(C(=O)NC1=C(C(=O)O)C=CC=C1)C(=O)O